The molecule is an alpha,omega-dicarboxylic acid that is undecane substituted by carboxylic acid groups at positions C-1 and C-11. It has a role as a metabolite. C(CCCCCC(=O)O)CCCCCC(=O)O